S(C)(=O)(=O)O.NC1=NN(C=C1C=1C2=C(N=CN1)NC=C2)C2(CN(C2)S(=O)(=O)C(C)C)CC#N {3-[3-amino-4-(7H-pyrrolo[2,3-d]pyrimidin-4-yl)-1H-pyrazol-1-yl]-1-(isopropylsulfonyl)azetidin-3-yl}acetonitrile mesylate